N-(2-(4-azaspiro[2.5]octan-4-yl)ethyl)-6-methyl-5-((1-methyl-6-((1-methyl-1H-pyrazol-4-yl)amino)-1H-pyrazolo[3,4-d]pyrimidin-3-yl)amino)nicotinamide C1CC12N(CCCC2)CCNC(C2=CN=C(C(=C2)NC2=NN(C1=NC(=NC=C12)NC=1C=NN(C1)C)C)C)=O